5-(1-(4-(trifluoromethyl)phenyl)-1H-pyrazol-4-yl)-1H-pyrrolo[3,2-b]pyridin-3-amine FC(C1=CC=C(C=C1)N1N=CC(=C1)C1=CC=C2C(=N1)C(=CN2)N)(F)F